FC1=CC=C(C=C1)C1=CNC=2N=CC=3C=CC(=CC3C21)C=2C=NN(C2)C 1-(4-fluorophenyl)-8-(1-methyl-1H-pyrazol-4-yl)-3H-pyrrolo[2,3-c]isoquinoline